(S)-(-)-fluorobutyramide F[C@H](C(=O)N)CC